5-(1-(3,3-difluorocyclobutyl)-2-methyl-1H-imidazo[4,5-b]pyridin-6-yl)-N-(trans-3-ethoxycyclobutyl)pyrrolo[2,1-f][1,2,4]triazin-2-amine FC1(CC(C1)N1C(=NC2=NC=C(C=C21)C=2C=CN1N=C(N=CC12)N[C@@H]1C[C@H](C1)OCC)C)F